FC=1C=C(C=CC1F)CN1C[C@H](NCC1)C1=C(C=CC=C1)OC(C)C (3R)-1-[(3,4-difluorophenyl)methyl]-3-(2-isopropoxyphenyl)piperazine